C1=C(C=CC2=CC=CC=C12)C(=O)[O-].[Mg+2].C1=C(C=CC2=CC=CC=C12)C(=O)[O-] magnesium β-naphthoate